2,3,6,7-tetrachloro-1,4-naphthoquinone ClC=1C(C2=CC(=C(C=C2C(C1Cl)=O)Cl)Cl)=O